Ethyl (E)-3-(3-benzyl oxy cyclobutyl)prop-2-enoate C(C1=CC=CC=C1)OC1CC(C1)/C=C/C(=O)OCC